BrC1=C(N)C(=C(C(=C1F)Cl)F)Br 2,6-dibromo-4-chloro-3,5-difluoroaniline